C(=C)C(C(C1=CC=CC=C1)C=C)C1=CC=CC=C1 divinyl-1,2-diphenylethane